6-(((3S,4R)-1-((2-cyano-4-(trifluoromethyl)phenyl)sulfonyl)-4-hydroxy-4-(hydroxymethyl)pyrrolidin-3-yl)oxy)-2-naphthonitrile C(#N)C1=C(C=CC(=C1)C(F)(F)F)S(=O)(=O)N1C[C@@H]([C@@](C1)(CO)O)OC=1C=C2C=CC(=CC2=CC1)C#N